C(C)(C)(C)OC(=O)N1CC2=CC=C(C=C2CC1)O 6-hydroxy-3,4-dihydroisoquinoline-2(1H)-carboxylic acid tert-butyl ester